N[C@H]1C[C@@H](CC1)CC(=O)O 2-((1R,3R)-3-aminocyclopentyl)acetic acid